6-bromo-4-hydroxy-N-Methylpyrazolopyridine-3-carboxamide BrC1=CN(C=2C(=C1)N=NC2C(=O)NC)O